tert-butyl (S)-2-((((9H-fluoren-9-yl)methoxy)carbonyl)amino)-3-(3-oxoisoindolin-5-yl)propanoate C1=CC=CC=2C3=CC=CC=C3C(C12)COC(=O)N[C@H](C(=O)OC(C)(C)C)CC=1C=C2C(NCC2=CC1)=O